C(C)C1=NC=C(C=C1)C#CC=1C=NC=C(C1)O Ethyl-5-[2-(5-hydroxypyridin-3-yl)ethynyl]pyridine